The molecule is a member of the family of dapdiamides consisting of alanylisoleucine, in which one of the methyl hydrogens of alanine is replaced by a fumaramoyl group. It is a dapdiamide, an enamide, a primary carboxamide and a secondary carboxamide. It is a tautomer of a dapdiamide B zwitterion. CC[C@H](C)[C@@H](C(=O)O)NC(=O)[C@H](CNC(=O)/C=C/C(=O)N)N